C(C)(C)(C)ONC(C[C@@H](C(=O)N[C@H](C(=O)NCC1=CC=CC2=CC=CC=C12)C(C)C)NC(CCC1=CC=CC=C1)=O)=O (S)-N4-(tert-butoxy)-N1-((S)-3-methyl-1-((naphthalen-1-ylmethyl)amino)-1-oxobutan-2-yl)-2-(3-phenylpropanamido)succinamide